C1(=CC=CC=C1)[Si](O[Si](O[SiH](C)C)(O[SiH](C)C)C1=CC=CC=C1)(O[SiH](C)C)O[SiH](C)C 1,3-diphenyl-1,1,3,3-tetra(dimethylsiloxy)disiloxane